O=C1NC(CCC1C1=CC(=C(C=C1)N1CCC(CC1)CC=O)F)=O 2-[1-[4-(2,6-dioxo-3-piperidinyl)-2-fluoro-phenyl]-4-piperidinyl]-acetaldehyde